C(C)(C)(C)P(C1=C(C2=CC=CC=C2C=C1)C1=CC=CC2=CC=CC=C12)C(C)(C)C rac-2-di-tert-butylphosphino-1,1'-binaphthyl